3-(tert-butyl)-4-hydroxybenzoic acid methyl ester COC(C1=CC(=C(C=C1)O)C(C)(C)C)=O